NC=1C(=NON1)C=1N=C(C=2C(N1)=NON2)N 5-(4-amino-1,2,5-oxadiazol-3-yl)[1,2,5]oxadiazolo[3,4-d]pyrimidine-7-amine